[Si](C)(C)(C(C)(C)C)OC1CC(C1)COC1=C(C=CC(=C1F)F)[C@H]1[C@@H](O[C@]([C@H]1C)(C(F)(F)F)C)C(=O)OC methyl (2R,3S,4S,5R)-3-(2-((3-((tert-butyldimethylsilyl)oxy)cyclobutyl) methoxy)-3,4-difluorophenyl)-4,5-dimethyl-5-(trifluoromethyl)tetrahydrofuran-2-carboxylate